C(C1=CC=CC=C1)N1C[C@H]2[C@@H](C1)C(N[C@@H]2CC(=O)N)=O 2-((1R,3aS,6aR)-5-benzyl-3-oxo-octahydropyrrolo[3,4-C]pyrrol-1-yl)acetamide